N-isopentyl-4-(isopropylamino)-6-(pyridin-4-yl)pyrrolo[1,2-b]pyridazine-3-carboxamide C(CC(C)C)NC(=O)C1=C(C=2N(N=C1)C=C(C2)C2=CC=NC=C2)NC(C)C